3-(5-((1r,4r)-5-((4'-chloro-[1,1'-biphenyl]-2-yl)methyl)-2,5-diazabicyclo[2.2.1]heptane-2-carbonyl)-1-oxoisoindolin-2-yl)piperidine-2,6-dione ClC1=CC=C(C=C1)C1=C(C=CC=C1)CN1[C@H]2CN([C@@H](C1)C2)C(=O)C=2C=C1CN(C(C1=CC2)=O)C2C(NC(CC2)=O)=O